NC=1C(=NC(=C(N1)C1=CC(=CC(=C1)F)F)C=1C=CC=2N(C1)C(=CN2)C)CNC(=O)[C@@H]2N(CCC2)C (R)-N-((3-amino-5-(3,5-difluorophenyl)-6-(3-methylimidazo[1,2-a]pyridin-6-yl)pyrazin-2-yl)methyl)-1-methylpyrrolidine-2-carboxamide